2-chloro-3-(5,8-dioxaspiro[3.4]octan-2-yl)benzonitrile ClC1=C(C#N)C=CC=C1C1CC2(C1)OCCO2